C(C)N(S(=O)(=O)C1=CC=C(C=C1)S(=O)(=O)N1C[C@@H](CCC1)C(=O)N[C@H]1CN(CC1)C(=O)OC(C)(C)C)CC tert-Butyl (R)-3-((R)-1-((4-(N,N-diethylsulfamoyl)phenyl)sulfonyl)piperidine-3-carboxamido)pyrrolidine-1-carboxylate